ClC1=NC=2CCCCC2C(=N1)NC=1C(=NNC1)C(=O)NC1=CC=C(C=C1)N1CCNCC1 4-((2-chloro-5,6,7,8-tetrahydroquinazolin-4-yl)amino)-N-(4-(piperazin-1-yl)phenyl)-1H-pyrazole-3-carboxamide